methyl 2-(4-(4-((4-([1,1'-biphenyl]-3-yl)-5-chloropyrimidin-2-yl)amino)piperidine-1-carbonyl)piperidin-1-yl)acetate C1(=CC(=CC=C1)C1=NC(=NC=C1Cl)NC1CCN(CC1)C(=O)C1CCN(CC1)CC(=O)OC)C1=CC=CC=C1